BrC1=CC(=NN1COCC[Si](C)(C)C)C(=O)N1C2CC(CC1CC2)C(=O)O 8-(5-bromo-1-[[2-(trimethylsilyl)ethoxy]methyl]pyrazole-3-carbonyl)-8-azabicyclo[3.2.1]octane-3-carboxylic acid